CC1=CC2=C(NC=N2)C=C1 5-methyl-1H-benzimidazol